NCC1=CC=C(C=C1)CN 1,4-bis-(aminomethyl)benzol